BrC=1N=C2SC3=C(N2C1)C=C(C(=C3)C(=O)OC)OC methyl 2-bromo-6-methoxybenzo[d]imidazo[2,1-b]thiazole-7-carboxylate